2-chloro-N,N-dimethyl-4-(5-(1,2,5,6-tetrahydropyridin-3-yl)-1,3,4-thiadiazol-2-yl)benzamide hydrochloride Cl.ClC1=C(C(=O)N(C)C)C=CC(=C1)C=1SC(=NN1)C=1CNCCC1